FC(C(=O)N1CC(C2=C(CC1)C=CC=C2)CO)(F)F 2,2,2-trifluoro-1-(1-(hydroxymethyl)-4,5-dihydro-1H-benzo[d]Azepin-3(2H)-yl)ethanone